BrC1=CC=C2C=C(N(C2=C1)C)C1CCN(CC1)C(=O)OC(C)(C)C tert-butyl 4-(6-bromo-1-methyl-1H-indol-2-yl)piperidine-1-carboxylate